(S*)-N5-((1R,5S,6R)-3-oxabicyclo[3.1.0]hexan-6-yl)-N7-methyl-3-phenyl-2,3-dihydrobenzofuran-5,7-dicarboxamide [C@H]12COC[C@@H]2C1NC(=O)C=1C=C(C2=C([C@@H](CO2)C2=CC=CC=C2)C1)C(=O)NC |o1:14|